4-[5,7-difluoro-2-(4-fluorophenyl)-1H-indol-3-yl]Butyric acid FC=1C=C2C(=C(NC2=C(C1)F)C1=CC=C(C=C1)F)CCCC(=O)O